6-benzyl-3-(5-methoxy-3-pyridyl)imidazo[1,2-b]pyridazine C(C1=CC=CC=C1)C=1C=CC=2N(N1)C(=CN2)C=2C=NC=C(C2)OC